2-[[1-(2-chloro-6-cyano-phenyl)cyclopropanecarbonyl]amino]-4-[[3-fluoro-2-methoxy-propyl]-[4-(5,6,7,8-tetrahydro-1,8-naphthyridin-2-yl)butyl]amino]butanoic acid ClC1=C(C(=CC=C1)C#N)C1(CC1)C(=O)NC(C(=O)O)CCN(CCCCC1=NC=2NCCCC2C=C1)CC(CF)OC